C1(CC1)C1=CC2=C(N=C(N=C2)NC2CCN(CC2)S(=O)(=O)C)C(=N1)N1CC2(CNC2)C(C1)(F)F 6-cyclopropyl-8-(8,8-difluoro-2,6-diazaspiro[3.4]octan-6-yl)-N-(1-(methylsulfonyl)piperidin-4-yl)pyrido[3,4-d]pyrimidin-2-amine